O\N=C/C=1C=C(C(=O)ON2C(CCC2=O)=O)C=C(C1)\C=N/O 2,5-dioxopyrrolidin-1-yl 3,5-bis((Z)-(hydroxyimino)methyl)benzoate